1-isobutyl-1-(2-(1-methyl-1H-imidazo[1,2-b]pyrazole-7-carbonyl)-2-azaspiro[3.3]heptan-6-yl)-3-(3-(trifluoromethyl)phenyl)urea C(C(C)C)N(C(=O)NC1=CC(=CC=C1)C(F)(F)F)C1CC2(CN(C2)C(=O)C2=C3N(N=C2)C=CN3C)C1